BrC=1C=C(CC2CNCC(C2=O)CC2=CC(=CC=C2)Br)C=CC1 3,5-bis(3-bromobenzyl)-4-piperidone